2-Isobutyrylthiophene-3-carboxylic acid C(C(C)C)(=O)C=1SC=CC1C(=O)O